ClC1=C(C=CC(=C1)[N+](=O)[O-])S(=O)(=O)NC1=C(C(=O)NC=2SC=CN2)C=CC(=C1)F 2-((2-chloro-4-nitrophenyl)sulfonamido)-4-fluoro-N-(thiazol-2-yl)benzamide